β,β,2,3,4-pentafluoro-benzenepropanoic acid FC(CC(=O)O)(C1=C(C(=C(C=C1)F)F)F)F